2-Methylalanyl-L-histidyl-3-(2-naphthyl)-D-alanyl-D-phenylalanyl-L-lysinamide CC(N)(C)C(=O)N[C@@H](CC1=CNC=N1)C(=O)N[C@H](CC1=CC2=CC=CC=C2C=C1)C(=O)N[C@H](CC1=CC=CC=C1)C(=O)N[C@@H](CCCCN)C(=O)N